OC(=O)C(F)(F)F.C1N(CC12CNC2)C(=O)OCC ethyl 2,6-diazaspiro[3.3]heptane-2-carboxylate TFA salt